1,2,3-Tris(mercaptomethylthio)propane SCSCC(CSCS)SCS